C1(CC1)C1=NN(C=C1N1N=CC2=CC=CC=C12)C1OCCCC1 1-(3-cyclopropyl-1-(tetrahydro-2H-pyran-2-yl)-1H-pyrazol-4-yl)-1H-indazole